(S)-6-((1-(bicyclo[4.2.0]oct-1(6),2,4-trien-3-yl)ethyl)amino)-3-isopropyl-1,3,5-triazine C1=2C=C(C=CC2CC1)[C@H](C)NC=1N=CN(CN1)C(C)C